1-[[(3-hydroxy-1-adamantyl)amino]acetyl]-2-cyano-(S)-tetrahydropyrrole OC12CC3(CC(CC(C1)C3)C2)NCC(=O)N2[C@@H](CCC2)C#N